4,6-dimethylpyrimidine-2-boronate CC1=NC(=NC(=C1)C)B([O-])[O-]